6-(methoxy)-3-{[4-(4-morpholinyl)-1-piperidinyl]methyl}-N-(1-phenylcyclopropyl)-2-[3-(trifluoromethyl)phenyl]-4-quinolinecarboxamide COC=1C=C2C(=C(C(=NC2=CC1)C1=CC(=CC=C1)C(F)(F)F)CN1CCC(CC1)N1CCOCC1)C(=O)NC1(CC1)C1=CC=CC=C1